(S)-3-(1-(8-amino-1-methylimidazo[1,5-a]pyrazin-3-yl)ethyl)-5-chloro-N-(2-(dimethylamino)ethyl)-6-fluoro-2-isopropoxybenzamide NC=1C=2N(C=CN1)C(=NC2C)[C@@H](C)C=2C(=C(C(=O)NCCN(C)C)C(=C(C2)Cl)F)OC(C)C